(R)-N-((R)-9-(4-chlorobenzenesulfonyl)-2,3,4,9-tetrahydro-1H-carbazol-4-yl)-2-methylpropan-2-sulfinamide ClC1=CC=C(C=C1)S(=O)(=O)N1C2=CC=CC=C2C=2[C@@H](CCCC12)N[S@](=O)C(C)(C)C